5-((2S,3R,4S,5R)-3,4-dihydroxy-5-(Hydroxymethyl)tetrahydrofuran-2-yl)-1-(pyrrolidin-3-yl)pyrimidine-2,4(1H,3H)-dione O[C@H]1[C@@H](O[C@@H]([C@H]1O)CO)C=1C(NC(N(C1)C1CNCC1)=O)=O